C12NCC(C1N1C(=NC=3C(=NC=4C(=C(C(=CC4C31)C=3C=NNC3)C3=CC(=CC1=CC=CC=C31)O)F)N3CC(C3)N(C)C)CCNC)C2 4-(1-((endo)-2-azabicyclo[2.1.1]hexan-5-yl)-4-(3-(dimethylamino)azetidin-1-yl)-6-fluoro-2-(2-(methylamino)ethyl)-8-(1H-pyrazol-4-yl)-1H-imidazo[4,5-c]quinolin-7-yl)naphthalen-2-ol